tert-Butyl N-[2-amino-5-[5-chloro-3-[1-[(3,3-difluorocyclobutyl)methyl]pyrazol-4-yl] quinoxalin-6-yl]oxy-phenyl]-N-tert-butoxycarbonyl-carbamate NC1=C(C=C(C=C1)OC=1C(=C2N=C(C=NC2=CC1)C=1C=NN(C1)CC1CC(C1)(F)F)Cl)N(C(OC(C)(C)C)=O)C(=O)OC(C)(C)C